N[C@@H](C(C1CC1)C1CC1)C=1NC=2C(=NC(=CC2)[C@H]2N(CC[C@](C2)(O)C(F)F)C(=O)C23CC(C2)(C3)F)N1 [(2S,4R)-2-{2-[(1S)-1-Amino-2,2-dicyclopropylethyl]-1H-imidazo[4,5-b]pyridin-5-yl}-4-(difluoromethyl)-4-hydroxypiperidin-1-yl](3-fluorobicyclo[1.1.1]pentan-1-yl)methanone